4-Amino-1'-(methyl-d3)-5'-((8-(trifluoromethyl)quinolin-2-yl)amino)spiro[cyclohexane-1,3'-pyrrolo[2,3-c]pyridin]-2'(1'H)-one NC1CCC2(C(N(C3=CN=C(C=C32)NC3=NC2=C(C=CC=C2C=C3)C(F)(F)F)C([2H])([2H])[2H])=O)CC1